(R)-1-(3-(8-oxa-2-azaspiro[4.5]decane-2-carbonyl)-1H-pyrrol-1-yl)-2,4-dihydroxy-3,3-dimethylbutan-1-one C1N(CCC12CCOCC2)C(=O)C2=CN(C=C2)C([C@@H](C(CO)(C)C)O)=O